ClC1=C(C=2N=C(N=C(C2C=N1)N1CCCCC1)N1CC2(CCCN2C(=O)OC(C)(C)C)CC1)F tert-butyl 7-[7-chloro-8-fluoro-4-(1-piperidyl)pyrido[4,3-d]pyrimidin-2-yl]-1,7-diazaspiro[4.4]nonane-1-carboxylate